iron tris(6,8-tridecanedione) CCCCCC(CC(CCCCC)=O)=O.CCCCCC(CC(CCCCC)=O)=O.CCCCCC(CC(CCCCC)=O)=O.[Fe]